C[Si](C)(C)C#CC1=CC=C(C(C2=C(C=CC=C2)OC)(C2=C(C=CC=C2)OC)O)C=C1 4-trimethylsilylethynyl-2',2''-dimethoxyltrityl alcohol